NC1=NC(N(C=N1)C1C(C(C(C1)CO)O)O)=O 4-Amino-1-[(1'R,2'S,3'R,4'R)-2',3'-bishydroxy-4'-(hydroxymethyl)-cyclopentyl]-1H-[1,3,5]-triazin-2-one